arsenic-ruthenium [Ru].[As]